(5-bromo-2,3-dimethoxy-phenyl)-[(2S)-8-chloro-2-methyl-2,3-dihydro-1,4-benzoxazin-4-yl]methanone BrC=1C=C(C(=C(C1)C(=O)N1C[C@@H](OC2=C1C=CC=C2Cl)C)OC)OC